CN(CCCNC(=O)C=1C=C2C(=NNC2=CC1)C1=NC2=C(N1)C=C(C=C2)F)C N-(3-(dimethylamino)propyl)-3-(6-fluoro-1H-benzo[d]imidazol-2-yl)-1H-indazole-5-carboxamide